C(C=1C(C(=O)O)=CC=CC1)(=O)OC(C(C(C)=O)C)=O 2-methyl-3-ketobutyric acid phthalic anhydride